N2-(oxetan-3-yl)pyridine-2,5-diamine O1CC(C1)NC1=NC=C(C=C1)N